COC1=CC(=CC2=C1OC(CO2)C=2C=NC(=CC2)C)CC2=CN=C1N2N=CC(=C1)N1CC(C1)OC 3-((8-methoxy-2-(6-methylpyridin-3-yl)-2,3-dihydrobenzo[b][1,4]dioxin-6-yl)methyl)-7-(3-methoxyazetidin-1-yl)imidazo[1,2-b]pyridazine